tert-Butyl-(S,E)-2-((3-(7-amino-2-((methoxycarbonyl)-amino)-7-oxohept-5-enamido)-2-oxopyridin-1(2H)yl)methyl)-7-((2,4-difluorobenzyl)oxy)-1H-indol-1-carboxylat C(C)(C)(C)OC(=O)N1C(=CC2=CC=CC(=C12)OCC1=C(C=C(C=C1)F)F)CN1C(C(=CC=C1)NC([C@H](CC\C=C\C(=O)N)NC(=O)OC)=O)=O